BrC=1C=C(C=CC1)NC1=NC=NC2=CC=C(C=C12)NC(=O)C1OC1 Oxirane-2-carboxylic acid [4-(3-bromo-phenylamino)-quinazolin-6-yl]-amide